4-(Trifluoromethyl)thiazole-2-carbonyl chloride FC(C=1N=C(SC1)C(=O)Cl)(F)F